1,4-bis(2,3-diazidopropoxy)butane sodium tertbutoxide CC(C)(C)[O-].[Na+].N(=[N+]=[N-])C(COCCCCOCC(CN=[N+]=[N-])N=[N+]=[N-])CN=[N+]=[N-]